N-(2-(6-(4-(3H-imidazo[4,5-b]pyridin-7-yl)-1H-pyrazol-1-yl)pyridin-3-yl)-3,3,3-trifluoropropyl)cyclopropanamine N1=CNC2=NC=CC(=C21)C=2C=NN(C2)C2=CC=C(C=N2)C(CNC2CC2)C(F)(F)F